BrC1=NC(=CC(=C1)C(C1N(C(CCC1)CO)C(=O)OC(C)(C)C)O)Cl tert-butyl 2-((2-bromo-6-chloropyridin-4-yl)(hydroxy)methyl)-6-(hydroxy-methyl)piperidine-1-carboxylate